FC(C1=NC=CC(=C1)N1N=CC(=C1)C(=O)N)(F)F (2-(trifluoromethyl)pyridin-4-yl)-1H-pyrazole-4-carboxamide